I(=O)(=O)C1=C(C(=O)O)C=CC=C1 2-iodylbenzoic acid